OC(COC1CC=C(C2C3CCC(C12)CC3)CS(=O)(=O)N)CNC(C)C (8-(2-hydroxy-3-(isopropylamino)propoxy)-1,2,3,4,4a,7,8,8a-octahydro-1,4-ethanonaphthalen-5-yl)methanesulfonamide